4-(2-(3-((1,5-dimethyl-1H-pyrazol-4-yl)oxy)azetidin-1-yl)-7-methyl-8-oxo-6-(trifluoromethyl)-7,8-dihydropyrimido[5,4-d]pyrimidin-4-yl)-3-fluorobenzonitrile CN1N=CC(=C1C)OC1CN(C1)C=1N=C(C2=C(N1)C(N(C(=N2)C(F)(F)F)C)=O)C2=C(C=C(C#N)C=C2)F